3-(1-oxo-5-(3-oxopiperazine-1-carbonyl)isoindolin-2-yl)piperidine-2,6-dione O=C1N(CC2=CC(=CC=C12)C(=O)N1CC(NCC1)=O)C1C(NC(CC1)=O)=O